tert-Butyl 4-(4-(Hydroxy(2-oxo-1,2-dihydrobenzo[cd]indol-6-yl)methyl)-1H-pyrazol-1-yl)-4-methylpiperidine-1-carboxylate OC(C=1C=NN(C1)C1(CCN(CC1)C(=O)OC(C)(C)C)C)C=1C=2C3=C(C(NC3=CC1)=O)C=CC2